NC1=C2NC(NC2=NC=N1)=O 6-AMINO-7,9-DIHYDRO-8H-PURIN-8-ON